2,2'-methylen-bis[4-(1,1,3,3-tetramethylbutyl)-6-benzotriazol-2-yl-phenol] C(C1=C(C(=CC(=C1)C(CC(C)(C)C)(C)C)N1N=C2C(=N1)C=CC=C2)O)C2=C(C(=CC(=C2)C(CC(C)(C)C)(C)C)N2N=C1C(=N2)C=CC=C1)O